2-Chlorotritylmethyl chloride ClC1=C(C(C2=CC=CC=C2)(C2=CC=CC=C2)CCl)C=CC=C1